N-(R)-4-aza-1-indanyl(2-(3-isopropyl-6-(5-methyl-1,3,4-oxadiazol-2-yl)-1,1-dioxo-5-[2-(tetrahydro-3-furyl)ethyl]-1λ6-thia-4-aza-7-indanyl)-1-thia-4,6-diaza-7-indenyl)amine C1(CCC2=NC=CC=C12)NC=1N=CN=C2C=C(SC12)C=1C(=C(N=C2C(CS(C12)(=O)=O)C(C)C)CCC1COCC1)C=1OC(=NN1)C